FC=1C=C2C(=NC1)NC=C2CCN2C(CC2)C 5-fluoro-3-(2-(2-methylazetidin-1-yl)ethyl)-1H-pyrrolo[2,3-b]pyridine